[1,2,3]triazolo[1',5':1,2]pyrido[3,4-b]indole C=1N=NN2C1C=1NC3=CC=CC=C3C1C=C2